CC1=C(C=NN1C1CC(C1)O)[N+](=O)[O-] 3-(5-methyl-4-nitro-1H-pyrazol-1-yl)cyclobutanol